methyl 2-(4-bromo-2-methoxybenzyl)-1-(2-methoxyethyl)-1H-benzo[d]imidazole-6-carboxylate BrC1=CC(=C(CC2=NC3=C(N2CCOC)C=C(C=C3)C(=O)OC)C=C1)OC